4-[3-(4-hydroxy-3-methoxy-phenyl)imidazo[1,2-b]pyridazin-6-yl]-2-methoxy-phenol OC1=C(C=C(C=C1)C1=CN=C2N1N=C(C=C2)C2=CC(=C(C=C2)O)OC)OC